ClC=1C=C2C(=NC1)NC=C2NC(=O)NC=2C=NC(=CC2)C2CCC(CC2)(F)F 1-(5-chloro-1H-pyrrolo[2,3-b]pyridin-3-yl)-3-(6-(4,4-difluorocyclohexyl)pyridin-3-yl)urea